BrN1N=C(C2=CC=CC=C12)C1CCOCC1 bromo-3-(tetrahydro-2H-pyran-4-yl)-1H-indazole